CC1=C(C=CC=C1C)NC1=NC(=NC(=N1)N)N 2,3-dimethylphenyl-melamine